O=C1NC(CCC1N1C(N(C2=C1C=CC=C2CCCOCCOCCN2N=CC=C2C(=O)NC2=CC(=NN2)[C@@H]2C[C@@H](CC2)OC(NC(C)C)=O)C)=O)=O [(1R,3S)-3-[5-[[2-[2-[2-[3-[1-(2,6-dioxo-3-piperidyl)-3-methyl-2-oxo-benzimidazol-4-yl]propoxy]ethoxy]ethyl]pyrazole-3-carbonyl]amino]-1H-pyrazol-3-yl]cyclopentyl]N-isopropylcarbamate